2-Amino-N-[1-(8-chloro-1-methyl-5-pyridin-3-ylimidazo[1,5-a]pyridin-6-yl)ethyl]pyrazolo[1,5-a]pyrimidine-3-carboxamide trifluoroacetate salt FC(C(=O)O)(F)F.NC1=NN2C(N=CC=C2)=C1C(=O)NC(C)C=1C=C(C=2N(C1C=1C=NC=CC1)C=NC2C)Cl